NC1CCN(CC1)C1=C(C=NC2=CC=C(C=C12)C1=CC(=C(C=C1)O)C=NOC)C1=CC(=CC(=C1)C)F 4-[4-(4-aminopiperidin-1-yl)-3-(3-fluoro-5-methylphenyl)quinolin-6-yl]-2-[(methoxyimino)methyl]phenol